N12CCN(C(CC1)CC2)C=2C=CC1=C(N(C([C@@H](CC1)NC(=O)C1=NNC(=N1)CC1=CC=CC=C1)=O)C)C2 |r| (+-)-N-(8-(1,4-diazabicyclo[3.2.2]nonan-4-yl)-1-methyl-2-oxo-2,3,4,5-tetrahydro-1H-benzo[b]azepin-3-yl)-5-benzyl-1H-1,2,4-triazole-3-carboxamide